N1[C@@H](CCC1=O)C(=O)N1[C@@H](CCC1)C(=O)O Pyroglutamyl-proline